α-ethyl bromoisobutyrate BrC(C(=O)OCC)(C)C